C(CCCCCCCCCCCCCCCCC)OC(C(C)=P(=O)C1=CC(=CC=C1)O)=O 3-hydroxyphenylphosphoryl-propionic acid octadecyl ester